N-(1,3-Dioxo-1,3-dihydro-2-benzofuran-4-yl)acetamid O=C1OC(C2=C1C=CC=C2NC(C)=O)=O